BrCCOC1=C(C=C(C=C1)N1C2(CCC2)C(N(C1=S)C1=C(C(=NC=C1)C#N)C(F)(F)F)=O)CC (5-(4-(2-bromoethoxy)-3-ethylphenyl)-8-oxo-6-thioxo-5,7-diazaspiro[3.4]oct-7-yl)-3-(trifluoromethyl)pyridinecarbonitrile